C(CCCCCCC)N(C1=CC=C(C=C1)N=NC1=C(C=C(C=O)C=C1)[N+](=O)[O-])CCCCCCCC 4-[4-(Dioctylamino)-phenylazo]-3-nitro-benzaldehyde